OCC(C#N)C 3-hydroxy-2-methyl-propanenitrile